CC1([C@H]2CN([C@@H]([C@@H]12)C(=O)O)C(=O)C=1C=NN(C1)C1COC1)C (1R,2S,5S)-6,6-dimethyl-3-[1-(oxetan-3-yl)-1H-pyrazole-4-carbonyl]-3-azabicyclo[3.1.0]hexane-2-carboxylic acid